O=C[C@@H](O)[C@H](O)[C@H](O)[C@H](O)[C@H](O)CO D-glycero-D-altro-Heptose